5-bromo-3,7-difluoro-indole BrC=1C=C2C(=CNC2=C(C1)F)F